C(C)C1=CC=C(C=C1)S(=O)(=O)OC=1C=C(C=CC1)NC(=O)NC1=CC(=CC=C1)OS(=O)(=O)C1=CC=C(C=C1)CC N,N'-di-[3-(4-ethylbenzenesulfonyloxy)phenyl]urea